N-hydroxyethyl-butanediamine OCCNC(CCC)N